COCOC1=C(C=CC=C1)[C@H]1[C@H](C[C@]2(CCCN12)C(=O)OC(C)(C)C)C(=O)OC 7a-(tert-butyl) 2-methyl (2S,3R,7aR)-3-(2-(methoxymethoxy)phenyl)tetrahydro-1H-pyrrolizine-2,7a(5H)-dicarboxylate